2-bromo-4,6-dimethyl-thieno[3,2-c]pyridine BrC1=CC=2C(=NC(=CC2S1)C)C